((3S,4S)-4-(3-chloro-4-trifluoromethylphenyl)piperidin-3-yl)-5,6-dihydropyrazolo[1,5-d]thieno[3,2-f][1,4]oxazepine-2-carboxamide ClC=1C=C(C=CC1C(F)(F)F)[C@@H]1[C@H](CNCC1)C1=C(SC2=C1C=1N(CCO2)N=CC1)C(=O)N